phenylmethyleneruthenium dichloride C1(=CC=CC=C1)C=[Ru](Cl)Cl